N1(N=NN=C1)CCCS 3-(1H-tetrazol-1-yl)propane-1-thiol